4-(7-hydroxy-4-coumarinyl)-aminobutyric acid OC1=CC=C2C(=CC(OC2=C1)=O)CCC(C(=O)O)N